4-fluoro-N,N-bis(4-methoxybenzyl)-1-(tetrahydro-2H-pyran-2-yl)-1H-pyrazole-5-sulfonamide FC=1C=NN(C1S(=O)(=O)N(CC1=CC=C(C=C1)OC)CC1=CC=C(C=C1)OC)C1OCCCC1